F.CC1=C(C=CC=C1)[N+]#N methylbenzenediazonium hydrofluoric acid salt